4-(2-(6-(2,6-dichloro-4-propylphenyl)-4-methyl-1,1-dioxido-1,2,6-thiadiazinan-2-yl)acetamido)adamantane-1-carboxamide ClC1=C(C(=CC(=C1)CCC)Cl)N1CC(CN(S1(=O)=O)CC(=O)NC1C2CC3(CC(CC1C3)C2)C(=O)N)C